benzyl 4-((((1R,3r,5S)-3-(5-(oxetan-2-yl)isoxazole-3-carboxamido)-8-azabicyclo[3.2.1]octan-8-yl)sulfonyl)methyl)piperidine-1-carboxylate O1C(CC1)C1=CC(=NO1)C(=O)NC1C[C@H]2CC[C@@H](C1)N2S(=O)(=O)CC2CCN(CC2)C(=O)OCC2=CC=CC=C2